2-((Benzo[d]thiazol-5-ylmethyl)(bicyclo[1.1.1]pentan-1-yl)amino)-2-oxoacetic acid methyl ester COC(C(=O)N(C12CC(C1)C2)CC=2C=CC1=C(N=CS1)C2)=O